FC(F)(F)S(=O)ON1OCCCO1 2,6-dioxapiperidin-1-yl trifluoromethylsulfinate